CC1(CN(C2=CC=3C(=NON3)C=C2O1)C1=[N+](C=CC=C1)[O-])C 2-(7,8-dihydro-6,6-dimethyl-6H-[1,4]oxazino[2,3-f][2,1,3]benzoxadiazol-8-yl)pyridine N-oxide